BrC1=CC=C(S1)S(=O)(=O)NC(C1=C(C=C(C=C1OC)C1(CCCC1)C#N)Cl)=O N-((5-bromothiophen-2-yl)sulfonyl)-2-chloro-4-(1-cyanocyclopentyl)-6-methoxybenzamide